Cl.N1=C(C=CC=C1)C(C)N 1-(pyridin-2-yl)ethylamine hydrochloride